3-(6-(4-(Methylsulfonyl)piperazin-1-yl)benzo[d]oxazol-2-yl)-5-(trifluoromethyl)phenol CS(=O)(=O)N1CCN(CC1)C1=CC2=C(N=C(O2)C=2C=C(C=C(C2)C(F)(F)F)O)C=C1